(1-((2'-fluoro-4'-(4-methylpiperazin-1-yl)-3'-nitro-[1,1'-biphenyl]-4-yl)amino)-3-methyl-t-butyl-1-oxobutan-2-yl)aminocarboxylic Acid FC1=C(C=CC(=C1[N+](=O)[O-])N1CCN(CC1)C)C1=CC=C(C=C1)NC(C(C(CC(C)(C)C)C)NC(=O)O)=O